3-furanyl-[2-hydroxy-4-methyl-2-(2-methylpropyl)cyclopentyl]-methanone O1C=C(C=C1)C(=O)C1C(CC(C1)C)(CC(C)C)O